C1C(CC2=CC=CC=C12)CN1C[C@@H](C([C@@H](C1)O)O)O (3S,4r,5R)-1-((2,3-dihydro-1H-inden-2-yl)methyl)piperidine-3,4,5-triol